C(C)N(CCCl)CC 2-Diethylaminoethyl Chloride